(E)-N'-[8-bromo-6-[7-fluoro-2-(oxan-2-yl)indazole-4-carbonyl]-2-methoxyquinolin-5-yl]-N,N-dimethylmethanimidamide BrC=1C=C(C(=C2C=CC(=NC12)OC)/N=C/N(C)C)C(=O)C=1C2=CN(N=C2C(=CC1)F)C1OCCCC1